NC1(C(N(C2=CC=CC=C12)C=1C=C(C=NC1)CC1=NNC(C2=CC=CC=C12)=O)=O)C 4-((5-(3-Amino-3-methyl-2-oxoindolin-1-yl)pyridin-3-yl)methyl)phthalazin-1(2H)-one